(E)-4-methyl-5-(3-(pyridin-4-yl)acryloyl)thieno[2,3-b]pyridin-6(7H)-one CC=1C2=C(NC(C1C(\C=C\C1=CC=NC=C1)=O)=O)SC=C2